tris(bromodichloro neopentyl) phosphate P(=O)(OC(C(CBr)(C)C)(Cl)Cl)(OC(C(CBr)(C)C)(Cl)Cl)OC(C(CBr)(C)C)(Cl)Cl